(E)-3-(3-Hydroxy-4-methoxyphenyl)-1-[2-hydroxy-6-methoxy-4-[(2S,3S,5S)-3,4,5-trihydroxy-6-[[(2R,4S,5R)-3,4,5-trihydroxy-6-methyloxan-2-yl]oxymethyl]oxan-2-yl]oxyphenyl]prop-2-en-1-one OC=1C=C(C=CC1OC)/C=C/C(=O)C1=C(C=C(C=C1OC)O[C@@H]1OC([C@H](C([C@@H]1O)O)O)CO[C@@H]1OC([C@@H]([C@@H](C1O)O)O)C)O